C1(CC1)C1=C(C(=NO1)C1=C(C=CC=C1Cl)Cl)CO[C@H]1[C@@H]2CN([C@H](C1)C2)C2=CC=C(C(=O)NS(=O)(=O)C1CCC(CC1)O)C=C2 4-[(1S,4S,5R)-5-{[5-cyclopropyl-3-(2,6-dichlorophenyl)-1,2-oxazol-4-yl]methoxy}-2-azabicyclo[2.2.1]heptan-2-yl]-N-{[(1s,4s)-4-hydroxycyclohexyl]sulfonyl}benzamide